N[C@H](C(=O)N[C@H]1CC[C@@]2([C@H]3CC[C@@]4([C@H](CC[C@@]4([C@@H]3CC[C@@H]2C1)O)C=1C=CC(OC1)=O)C)C)C (S)-2-amino-N-((3S,5R,8R,9S,10S,13R,14S,17R)-14-hydroxy-10,13-dimethyl-17-(2-oxo-2H-pyran-5-yl)hexadecahydro-1H-cyclopenta[a]phenanthren-3-yl)propanamide